C12(CC3CC(CC(C1)C3)C2)CC\C(\C(\C)=N\NC(NCC)=S)=N/NC(NCC)=S (2E,2'E)-2,2'-(5-((3r,5r,7r)-adamantan-1-yl)pentane-2,3-diylidene)bis(N-ethylhydrazine-1-carbothioamide)